C(C=C)C(CC=C)N Diallylmethylamine